CC(C(C)C1=C(C=C(C=C1)O)O)C 4-(3-Methylbutan-2-yl)benzene-1,3-diol